OC1=C(N=C(C2=CC(=CC=C12)OC1=CC=C(C=C1)OC1=CC=CC=C1)OC)C(=O)NCC(=O)O (4-hydroxy-1-methoxy-7-(4-phenoxyphenoxy)isoquinoline-3-carbonyl)glycine